ClC=1C=C2C=C(NC2=CC1CN)CN1[C@H](C[C@H](CC1)C)C (5-chloro-2-(((2S,4S)-2,4-dimethylpiperidin-1-yl)methyl)-1H-indol-6-yl)methanamine